5-chloro-2-(6-((3-hydroxy-3-methylcyclobutyl)amino)-4-(trifluoromethyl)pyridazin-3-yl)phenol ClC=1C=CC(=C(C1)O)C=1N=NC(=CC1C(F)(F)F)NC1CC(C1)(C)O